C=CCCCCCC C1-octene